2-(((2R,3R,4S,5R)-5-(6-amino-2-chloro-9H-purin-9-yl)-4-fluoro-3-hydroxytetrahydro-furan-2-yl)methoxy)-2-(3-carboxybenzyl)-malonic acid NC1=C2N=CN(C2=NC(=N1)Cl)[C@H]1[C@H]([C@@H]([C@H](O1)COC(C(=O)O)(C(=O)O)CC1=CC(=CC=C1)C(=O)O)O)F